7-Cyclopentyl-2-((5-(4-(4-(2,6-dioxopiperidin-3-yl)-2-fluorophenylethyl)-4-fluoro-[1,4'-bipiperidin]-1'-yl)pyridin-2-yl)amino)-N,N-dimethyl-7H-pyrrolo[2,3-d]pyrimidine-6-carboxamide C1(CCCC1)N1C(=CC2=C1N=C(N=C2)NC2=NC=C(C=C2)N2CCC(CC2)N2CCC(CC2)(F)CCC2=C(C=C(C=C2)C2C(NC(CC2)=O)=O)F)C(=O)N(C)C